ClC1=CC=C(C=C1)C=1C=C2C(=C(C(N(C2=NC1)CCN1CCOCC1)=O)C(=O)NC1CC2(C1)CCC2)O 6-(4-chlorophenyl)-4-hydroxy-1-(2-morpholinoethyl)-2-oxo-N-(spiro[3.3]heptan-2-yl)-1,2-dihydro-1,8-naphthyridine-3-carboxamide